tert-butyl (5-(2-(2-cyclohexylpiperidin-1-yl)-2-oxoacetamido)-3-methylpyridin-2-yl)carbamate C1(CCCCC1)C1N(CCCC1)C(C(=O)NC=1C=C(C(=NC1)NC(OC(C)(C)C)=O)C)=O